FC=1C=C(C=CC1OC)C1=NC=CC(=N1)NC=1C=C2C=NNC2=CC1 N-(2-(3-Fluoro-4-methoxyphenyl)pyrimidin-4-yl)-1H-indazol-5-amine